C(#N)CCP(O)(N(C(C)C)C(C)C)O[C@H]1[C@H]([C@@H](O[C@@H]1COC(C1=CC=C(C=C1)OC)(C1=CC=C(C=C1)OC)C1=CC=CC=C1)N1C=NC=2C(NC(C3=CC=CC=C3)=O)=NC=NC12)OCOCCC(COC(C)=O)OC(C)=O N6-benzoyl-5'-O-(4,4'-Dimethoxytrityl)-2'-O-(3,4-Diacetoxybutoxymethyl)Adenosine 3'-O-(2-Cyanoethyl N,N-Diisopropylphosphoramidite)